N-[(1'S,10r,12s,15S)-spiro[3,13,17-trioxa-19-azatetracyclo[14.2.1.110,12.04,9]icosa-1(18),4,6,8,16(19)-pentaene-15,3'-cyclopentane]-1'-yl]methanesulfonamide [C@H]1(C[C@@]2(CC1)COC1CC(C3=CC=CC=C3OCC3=COC2=N3)C1)NS(=O)(=O)C